C1(=CC=CC=C1)C1=NC(=CC(=C1)C1=CC=NC=C1)C1=CC=CC=C1 2,6-diphenyl-4,4'-bipyridine